C(#N)C=1C(=NC(=CC1C(F)(F)F)C)N1[C@@H]([C@@H](CC1)N(C)C)C(=O)N(C=1C=C(C=CC1)C)C (2S,3R)-1-[3-cyano-6-methyl-4-(trifluoromethyl)-2-pyridyl]-3-(dimethylamino)-N-methyl-N-(m-tolyl)pyrrolidine-2-carboxamide